[Pd](Cl)Cl.C(C)(C)(C)P(C1=CC=CC=C1)C(C)(C)C bis-t-butylphenylphosphine palladium dichloride